C(C)(C)(C)OC(=O)N1N=CC(=C1)C=1C=C2C(=C(N=NC2=CC1)C(=O)OCC)NC(C)C ethyl 6-(1-(tert-butoxy carbonyl)-1H-pyrazol-4-yl)-4-(isopropylamino)cinnoline-3-carboxylate